8-((4-hydroxybutyl)(7-methyl-8-(nonyloxy)-8-oxooctyl)amino)octyl 2-butyl-8-fluorooctanoate C(CCC)C(C(=O)OCCCCCCCCN(CCCCCCC(C(=O)OCCCCCCCCC)C)CCCCO)CCCCCCF